Ethyl 2-((1R,3R)-1-hydroxy-4-methyl-3-((2S,3S)-3-methyl-2-((R)-1-methylpiperidine-2-carboxamido)-N-(3-(4-nitrobenzyloxy)propoxy)pentanamido)pentyl)thiazole-4-carboxylate O[C@H](C[C@H](C(C)C)N(C([C@H]([C@H](CC)C)NC(=O)[C@@H]1N(CCCC1)C)=O)OCCCOCC1=CC=C(C=C1)[N+](=O)[O-])C=1SC=C(N1)C(=O)OCC